Cl.ClC1=NC(=CC(=C1)COC([C@@H](N)COCC1CCCCC1)=O)Cl.FC=1C=C2C(=CNC2=CC1F)NC(C(=O)NCC(=O)N1CCC2=CC=CC=C12)=O N-(5,6-difluoro-1H-indol-3-yl)-N'-[2-(2,3-dihydro-1H-indol-1-yl)-2-oxoethyl]ethanediamide (2,6-Dichloropyridin-4-yl)methyl-O-(cyclohexylmethyl)-L-serinate hydrochloride